(4-(pyrrolidin-1-ylsulfonyl)phenyl)boronic acid N1(CCCC1)S(=O)(=O)C1=CC=C(C=C1)B(O)O